The molecule is a member of the class of flavones that is flavone substituted at position 3 by a methyl group and at position 8 by a carboxylic acid group. It has a role as an EC 3.1.4.* (phosphoric diester hydrolase) inhibitor. It is a member of flavones and an oxo monocarboxylic acid. CC1=C(OC2=C(C1=O)C=CC=C2C(=O)O)C3=CC=CC=C3